C(C1=CC=CC=C1)OC=1C(=C(N)C(=CC1F)C#C[Si](C)(C)C)F 3-(benzyloxy)-2,4-difluoro-6-((trimethylsilyl)ethynyl)aniline